C(CCC)(=O)[C@](O)(C[N+](C)(C)C)CC([O-])=O (r)-butyryl-carnitine